NC1=NN(C2=NC(=CC=C21)C2CC2)C(=O)[C@H]2[C@H](C(NCC2)=O)C |r| (3RS,4RS)-4-(3-amino-6-cyclopropylpyrazolo[3,4-b]pyridine-1-carbonyl)-3-methylpiperidin-2-one